C(C1=CC=CC=C1)OC[C@H]1N(CCCC1=O)C(=O)O (R)-2-((benzyloxy)methyl)-3-oxopiperidine-1-carboxylic acid